6-bromo-4-chloro-N-(8-fluoro-2-methyl-imidazo[1,2-a]pyridin-6-yl)-1-tetrahydropyran-2-yl-indazol-3-amine BrC1=CC(=C2C(=NN(C2=C1)C1OCCCC1)NC=1C=C(C=2N(C1)C=C(N2)C)F)Cl